1-(3-fluoro-4-methoxybenzyl)-8-(1-(2-hydroxy-2-methylpropyl)-1H-pyrazol-4-yl)-4-(5-methyloxazol-2-yl)-1,3-dihydro-2H-benzo[b]azepin-2-one FC=1C=C(CN2C3=C(C=C(CC2=O)C=2OC(=CN2)C)C=CC(=C3)C=3C=NN(C3)CC(C)(C)O)C=CC1OC